BrC=1C=C(C=C(C1)Br)NC(=O)NC1=C(C(=CC(=C1)F)F)CO 1-(3,5-dibromophenyl)-3-(3,5-difluoro-2-hydroxymethylphenyl)urea